C(#C)C=1C=CC(=NC1)CNC1CCC1 N-((5-ethynylpyridin-2-yl)methyl)cyclobutylamine